para-tertiary-butyl-styrene C(C)(C)(C)C1=CC=C(C=C)C=C1